2-hydroxy-4'-tert-butoxy-4'-n-butoxybenzophenone OC1=C(C(=O)C2=CCC(C=C2)(OCCCC)OC(C)(C)C)C=CC=C1